5-chloro-2-(2-methoxy-4,6-dimethyl-phenyl)thiazolo[4,5-b]pyridine ClC1=CC=C2C(=N1)N=C(S2)C2=C(C=C(C=C2C)C)OC